7-Chloro-N-(2-(4-methoxybenzyl)-1-oxo-3-(o-tolyl)isoindolin-4-yl)imidazo[1,5-a]pyridine-1-carboxamide ClC1=CC=2N(C=C1)C=NC2C(=O)NC2=C1C(N(C(C1=CC=C2)=O)CC2=CC=C(C=C2)OC)C2=C(C=CC=C2)C